2-[4-amino-7-methyl-6-(2-[1-[1-(prop-2-enoyl)piperidin-4-yl]azetidin-3-yl]ethynyl)-7H-pyrrolo[2,3-d]pyrimidin-5-yl]-5-phenoxybenzonitrile NC=1C2=C(N=CN1)N(C(=C2C2=C(C#N)C=C(C=C2)OC2=CC=CC=C2)C#CC2CN(C2)C2CCN(CC2)C(C=C)=O)C